(±)-rel-(3S,4S)-4-(4-((5-methoxy-7-methyl-1H-indol-4-yl)oxy)-1-(3,3,3-trifluoropropyl)piperidin-3-yl)benzoic acid COC=1C(=C2C=CNC2=C(C1)C)O[C@@H]1[C@H](CN(CC1)CCC(F)(F)F)C1=CC=C(C(=O)O)C=C1 |r|